COC=1C(=C(C=CC1)[C@H]1NCC[C@H]1NS(=O)C(C)(C)C)C N-[(2R,3R)-2-(3-Methoxy-2-methyl-phenyl)pyrrolidin-3-yl]-2-methyl-propane-2-sulfinamide